dipentaerythritol hexakis(2-mercaptobutyrate) SC(C(=O)OCC(COC(C(CC)S)=O)(COCC(COC(C(CC)S)=O)(COC(C(CC)S)=O)COC(C(CC)S)=O)COC(C(CC)S)=O)CC